5-(2-cyclopropyl-3-fluorophenyl)-3-((2-methoxyethyl)amino)-4H-benzo[e][1,2,4]thiadiazine 1,1-dioxide C1(CC1)C1=C(C=CC=C1F)C1=CC=CC2=C1NC(=NS2(=O)=O)NCCOC